ClC1=CC=C(C(=N1)C(=O)O)N[C@H](C)C1=CC(=CC=2C=3N(C(=NC12)CC)C=C(N3)C#CC)C (R)-6-chloro-3-(1-(5-ethyl-9-methyl-2-(prop-1-ynyl)imidazo[1,2-c]quinazolin-7-yl)ethylamino)picolinic acid